BrC=1C=C2C3(CNC(C2=CC1)=O)C(C3)C(=O)O 6'-bromo-1'-oxo-2',3'-dihydro-1'H-spiro[cyclopropane-1,4'-isoquinoline]-2-carboxylic acid